[C@H]12COC[C@@H]2C1NC(=O)C1=CC(=NN1[C@@H](C)C1=CC(=C(C=C1)C)F)C(=O)NC N5-((1R,5S,6r)-3-Oxabicyclo[3.1.0]hexan-6-yl)-1-((S)-1-(3-fluoro-4-methylphenyl)ethyl)-N3-methyl-1H-pyrazole-3,5-dicarboxamide